N-[6-(1,3-dioxolan-2-yl)-2-fluoro-3-(prop-2-en-1-yl)phenyl]acetamide O1C(OCC1)C1=CC=C(C(=C1NC(C)=O)F)CC=C